C1CCN2CCCC12C(OC=1N=C(C2=C(N1)CNCC2)N2CC1CCC(C2)N1C(=O)OC(C)(C)C)([2H])[2H] tert-Butyl 3-(2-((tetrahydro-1H-pyrrolizin-7a(5H)-yl) methoxy-d2)-5,6,7,8-tetrahydropyrido[3,4-d]pyrimidin-4-yl)-3,8-diazabicyclo[3.2.1]octane-8-carboxylate